C(CCC)OC(=O)N1CCCC1 butoxycarbonyl-pyrrolidin